O=C1N(CCC(N1)=O)C1=CC=C2C=CN(C2=C1)C1CCN(CC1)C(=O)OC(C)(C)C tert-Butyl 4-(6-(2,4-dioxotetrahydropyrimidin-1(2H)-yl)-1H-indol-1-yl)piperidine-1-carboxylate